C(#N)C1=C(C=NC=C1)NC(=O)C=1C=NC(=NC1)C1CC1 N-(4-cyanopyridin-3-yl)-2-cyclopropylpyrimidine-5-carboxamide